2-((8-chloro-9,9-dimethyl-9,10-dihydroacridin-3-yl)oxy)-N,N-dimethylethan-1-amine ClC=1C=CC=C2NC=3C=C(C=CC3C(C12)(C)C)OCCN(C)C